[Br-].O=C[C@@H](O)[C@H](O)[C@@H](O)[C@@H](O)CO L-glucose bromide